O=C1NC(CC[C@H]1NC=1C=CC(=C(C1)N1CCN(CC1)C(=O)OC(C)(C)C)F)=O |r| tert-Butyl (±)-4-(5-((2,6-dioxopiperidin-3-yl)amino)-2-fluorophenyl)piperazine-1-carboxylate